COC(=O)C1=CC2=C(C=N1)C=CN2 1H-pyrrolo[3,2-c]Pyridine-6-carboxylic acid methyl ester